mono(2-methacryloyloxyethyl)tetrahydrophthalate C(C(=C)C)(=O)OCCOC(C1C(C(=O)[O-])CCC=C1)=O